IC=1C=C2CC(CC2=CC1)NC1=NC(=NC2=CC=CC=C12)C=1C=NC=CC1 N-(5-iodo-2,3-dihydro-1H-inden-2-yl)-2-(pyridin-3-yl)quinazolin-4-amine